1-(3-Fluorophenyl)cyclopropane-1-carbonitrile FC=1C=C(C=CC1)C1(CC1)C#N